7-(4-fluorobenzoyl)-N,8-dimethyl-3-(3-methyl-1,2,4-thiadiazol-5-yl)-5,6,7,8-tetrahydroimidazo[1,5-a]pyrazine-1-carboxamide FC1=CC=C(C(=O)N2C(C=3N(CC2)C(=NC3C(=O)NC)C3=NC(=NS3)C)C)C=C1